5-((5-(5-chloropyridin-2-yl)oxazol-2-yl)amino)picolinic acid ClC=1C=CC(=NC1)C1=CN=C(O1)NC=1C=CC(=NC1)C(=O)O